4-((3-chloro-4-fluorophenyl)amino)-6-acetamido-1H-indole-2-carboxylic acid ClC=1C=C(C=CC1F)NC1=C2C=C(NC2=CC(=C1)NC(C)=O)C(=O)O